S(C)(=O)(=O)OC(C)C(C)OS(C)(=O)=O butane-2,3-diyl dimesylate